N-(1-(4-(2-(2-aminopyridin-3-yl)-5-phenyl-3H-imidazo[4,5-b]pyridin-3-yl)benzyl)piperidin-4-yl)-2-cyanobenzo[d]thiazole-5-carboxamide NC1=NC=CC=C1C1=NC=2C(=NC(=CC2)C2=CC=CC=C2)N1C1=CC=C(CN2CCC(CC2)NC(=O)C=2C=CC3=C(N=C(S3)C#N)C2)C=C1